(±)-N-(3-Bromo-2-fluorophenyl)-8-[(piperidin-1-yl)methyl]-7,8-dihydro[1,4]dioxino[2,3-g]quinazolin-4-amine BrC=1C(=C(C=CC1)NC1=NC=NC2=CC3=C(C=C12)OC[C@H](O3)CN3CCCCC3)F |r|